O1CCC(CC1)OC=1C=CC(=C2C=CC=NC12)NC(C=C)=O N-[8-{(tetrahydro-2H-pyran-4-yl)oxy}quinolin-5-yl]acrylamide